D-6-fluoro-tryptophan FC=1C=C2NC=C(C[C@@H](N)C(=O)O)C2=CC1